Isobutyl 2,5-dichloro-4-(bis(2,7-di-t-butyl-9-fluorenyl)phosphino)-3-thiophenesulfonate ClC=1SC(=C(C1S(=O)(=O)OCC(C)C)P(C1C2=CC(=CC=C2C=2C=CC(=CC12)C(C)(C)C)C(C)(C)C)C1C2=CC(=CC=C2C=2C=CC(=CC12)C(C)(C)C)C(C)(C)C)Cl